iso-decyl acrylate C(C=C)(=O)OCCCCCCCC(C)C